COC(=O)C1=CC=C(OC[C@H]2CN(CC2)C(=O)OC(C)(C)C)C=C1 tert-butyl (R)-3-((4-(methoxycarbonyl)phenoxy)methyl)pyrrolidine-1-carboxylate